4-(2-benzyloxy-4-methylsulfonyl-phenyl)-N-[(3R)-1-ethyl-3-piperidyl]phthalazin-1-amine C(C1=CC=CC=C1)OC1=C(C=CC(=C1)S(=O)(=O)C)C1=NN=C(C2=CC=CC=C12)N[C@H]1CN(CCC1)CC